3-(isopropylamino)pyrrolidine hydrochloride Cl.C(C)(C)NC1CNCC1